2-([1,1'-biphenyl]-4-yl)-4-(2-chlorophenyl)-6-phenyltriazine C1(=CC=C(C=C1)N1NC(=CC(=N1)C1=C(C=CC=C1)Cl)C1=CC=CC=C1)C1=CC=CC=C1